FC=1C=C(C=CC1F)C1CC(C=2N1N=C(N2)S(=O)(=O)[C@H]2[C@@H](C2)F)F 5-(3,4-difluorophenyl)-7-fluoro-2-[(1R,2R)-2-fluorocyclopropyl]sulfonyl-6,7-dihydro-5H-pyrrolo[1,2-b][1,2,4]triazole